2-((2,5-difluoro-4-(4-methylpiperazin-1-yl)phenyl)amino)quinazolin FC1=C(C=C(C(=C1)N1CCN(CC1)C)F)NC1=NC2=CC=CC=C2C=N1